C(CCC)SC1=C(C(OC2=CC(=C(C=C12)[N+](=O)[O-])N(CC)CC)=O)/C=C(/C(=O)OC(C)(C)C)\C#N tert-butyl (E)-3-(4-(butylsulfanyl)-7-(diethylamino)-6-nitro-2-oxo-2H-chromen-3-yl)-2-cyanoacrylate